2-((1r,4R)-4-cyclopropoxycyclohexylamino)-4-((1R,3R,4R)-3-hydroxy-4-methylcyclohexylamino)-pyrimidine-5-carboxamide C1(CC1)OC1CCC(CC1)NC1=NC=C(C(=N1)N[C@H]1C[C@H]([C@@H](CC1)C)O)C(=O)N